ClCC=1C2=C(C(=NC1OC)C)C=CO2 7-Chloromethyl-6-methoxy-4-methylfuro[3,2-c]pyridine